N-(5-fluoro-pyridin-2-yl)-acetamide FC=1C=CC(=NC1)NC(C)=O